N1(CCOCC1)C1=CC(=NC=N1)N1NC=C(C1=O)N1N=NC=C1 2-[6-(Morpholin-4-yl)pyrimidin-4-yl]-4-(1H-1,2,3-triazol-1-yl)-2,3-dihydro-1H-pyrazol-3-one